ethyl 5-amino-1-phenyl-pyrazole-3-carboxylate NC1=CC(=NN1C1=CC=CC=C1)C(=O)OCC